disodium (2R)-2-[2-(carboxylatomethoxy)acetamido]-3-{[(2E)-3,7,11,15-tetramethylhexadec-2-en-1-yl]sulfanyl}propanoate C(=O)([O-])COCC(=O)N[C@H](C(=O)[O-])CSC\C=C(\CCCC(CCCC(CCCC(C)C)C)C)/C.[Na+].[Na+]